4-(3-cyanophenyl)thiazol C(#N)C=1C=C(C=CC1)C=1N=CSC1